OC([C@@H](C1=CC=C(C=C1)OCC(CCC)C)NC(OC(C)(C)C)=O)(C([2H])([2H])[2H])C([2H])([2H])[2H] tert-Butyl ((1R)-2-hydroxy-2-(methyl-d3)-1-(4-((2-methylpentyl)oxy)phenyl)propyl-3,3,3-d3)carbamate